Lauroyl-sodium methyltaurate CNCCS(=O)(=O)O.C(CCCCCCCCCCC)(=O)[Na]